C1(=CC=CC=C1)CCC1=C(C=CC=C1)O 2-(2-phenylethyl)phenol